2-fluoro-4-methyl-5-(pyridazin-3-yl)aniline FC1=C(N)C=C(C(=C1)C)C=1N=NC=CC1